[N].P(O)(O)=O phosphonic acid compound with nitrogen